C1(CCCC1)NC1=CC=C(C=C1)C1NCC(CC1C(=O)NC1=CC(=C(C=C1)C)C(F)(F)F)O 2-[4-(cyclopentylamino)phenyl]-5-hydroxy-N-[4-methyl-3-(tri-fluoromethyl)phenyl]piperidine-3-carboxamide